FC(C=1C(=CC2=C(N(CCO2)C=2N=C(C=C3C=CC=NC23)C(=O)OCC)C1)C=1C=NN(C1)C)F Ethyl 8-[6-difluoromethyl-7-(1-methyl-1H-pyrazol-4-yl)-2,3-dihydro-benzo[1,4]oxazin-4-yl]-[1,7]naphthyridine-6-carboxylate